ClC=1C=CC(=C(C1)C1=CC(=CN=N1)NC1=C2C(=NC=C1)NC(=C2)C(=O)N2CCN(CC2)C)F 6-(5-Chloro-2-Fluorophenyl)-N-[2-(4-Methylpiperazin-1-Carbonyl)-1h-Pyrrolo[2,3-B]Pyridin-4-yl]Pyridazin-4-Amin